(R)-(3'-(2-(2-(1-methyl-1H-imidazol-2-yl)pyrrolidin-1-yl)-2-oxoethyl)-2',4'-dioxo-2,3-dihydrospiro[indene-1,5'-oxazolidine]-5-yl)urea CN1C(=NC=C1)C1N(CCC1)C(CN1C(O[C@]2(C1=O)CCC1=CC(=CC=C12)NC(=O)N)=O)=O